N-benzoyl-N-(prop-1-en-2-yl)acetamide C(C1=CC=CC=C1)(=O)N(C(C)=O)C(=C)C